6-amino-1,4-dimethyl-7,8-dihydropyrazolo[4,3-b]azepine-5(1H,4H,6H)-one NC1CCC2=C(N(C1=O)C)C=NN2C